2-(2,2-diphenylethyl)-N-(isoxazol-4-yl)-5-methoxy-1-methyl-6-oxo-1,6-dihydropyrimidine-4-carboxamide C1(=CC=CC=C1)C(CC=1N(C(C(=C(N1)C(=O)NC=1C=NOC1)OC)=O)C)C1=CC=CC=C1